N1N=CC2=CC(=CC=C12)NC1=NC(=NC2=CC=CC=C12)C1=CC=C(C=C1)C=CC(=O)NC1CCC1 3-(4-(((1H-indazol-5-yl)amino)quinazolin-2-yl)phenyl)-N-cyclobutylacrylamide